(2R)-6-bromo-4-[(2,5-dichlorophenyl)methyl]-2-methyl-7-nitro-2H-1,4-benzoxazin-3-one BrC=1C(=CC2=C(N(C([C@H](O2)C)=O)CC2=C(C=CC(=C2)Cl)Cl)C1)[N+](=O)[O-]